FC1=CC=C(C=C1)C1=CC(=CC=C1)[C@H](CC(=O)OCC)NC(=O)NC=1C(N(C=C(C1O)C)C)=O Ethyl (S)-3-(4'-Fluorobiphenyl-3-yl)-3-(3-(4-hydroxy-1,5-dimethyl-2-oxo-1,2-dihydropyridin-3-yl)ureido)propanoat